chlorotriazine C1(=NC(=NC(=N1)Cl)Cl)Cl